CC(CCC1=CC=CC=C1)(\C=C/C)O (Z)-3-methyl-1-phenylhex-4-en-3-ol